C(C)OC(=O)C1=CNC(=CC1=O)C1=C(C=C(C2=C1CCO2)OCCCOC)O 6-(5-hydroxy-7-(3-methoxypropoxy)-2,3-dihydrobenzofuran-4-yl)-4-oxo-1,4-dihydropyridine-3-carboxylic acid ethyl ester